5-(tetradecan-2-yl)-1,2,3-oxadiazol-4(5H)-one CC(CCCCCCCCCCCC)C1C(N=NO1)=O